NC1=NC=CC(=C1Cl)SC=1C=2N(C(=NC1)N1CCC3(CC(C[C@H]3N)C)CC1)C=CN2 (1R)-8-(8-((2-amino-3-chloropyridin-4-yl)thio)imidazo[1,2-c]pyrimidin-5-yl)-3-methyl-8-azaspiro[4.5]decan-1-amine